lead-potassium silicate [Si]([O-])([O-])([O-])O.[K+].[Pb+2]